N-((R)-7-Benzyloxy-2,3-dihydro-benzo[1,4]dioxin-2-ylmethyl)-3-(4-methyl-piperazin-1-ylmethyl)-benzamide C(C1=CC=CC=C1)OC=1C=CC2=C(O[C@@H](CO2)CNC(C2=CC(=CC=C2)CN2CCN(CC2)C)=O)C1